(7-methoxy-3-oxo-2,3-dihydro-1H-inden-4-yl) thiol acetate C(C)(=O)O.COC1=CC=C(C=2C(CCC12)=O)S